3-[2-(2-{2-[2-(2-Amino-ethoxy)-ethoxy]-ethoxy}-ethoxy)-ethoxy]-propionic acid NCCOCCOCCOCCOCCOCCC(=O)O